(-)-tert-butyl 6-{[2-(4-isopropylphenyl) imidazo[1,2-a]pyrimidin-3-yl] methyl}-2,6-diazabicyclo[3.2.2]nonane-2-carboxylate C(C)(C)C1=CC=C(C=C1)C=1N=C2N(C=CC=N2)C1CN1C2CCN(C(C1)CC2)C(=O)OC(C)(C)C